FC=1C=C(CC=2N(N=C3N=CN(C(C32)=O)C3=CC=CC=C3)CC3COC3)C=CC1 (3-fluorobenzyl)-2-(oxetan-3-ylmethyl)-5-phenyl-2H-pyrazolo[3,4-d]pyrimidin-4(5H)-one